tetrahydrospirobiinden C12(CCC3CC=CC=C13)C=CC1=CC=CC=C12